N1[C@@H](CCC1=O)C(=O)O |r| DL-PYROGLUTAMIC ACID